ClC1=C(C(=CC=C1Cl)F)[C@@]1(CNCC1)NC=1C=CC2=C(N(N=C2C1)CCO)C(F)(F)F 2-(6-{[(3S)-3-(2,3-dichloro-6-fluorophenyl)pyrrolidin-3-yl]amino}-3-(trifluoromethyl)indazol-2-yl)ethanol